4-(isoxazol-5-yl)aniline O1N=CC=C1C1=CC=C(N)C=C1